OC1(C(CCC1)N1C(C(=CC2=C1N=C(N=C2)NC2C(CN(CC2([2H])[2H])S(=O)(=O)C([2H])([2H])[2H])([2H])[2H])C([2H])(F)F)=O)C (±)-8-(2-hydroxy-2-methylcyclopentyl)-6-(difluoromethyl-d)-2-((1-((methyl-d3)sulfonyl)piperidin-4-yl-3,3,5,5-d4)-amino)pyrido[2,3-d]pyrimidin-7(8H)-one